pyridin-2-yl-piperazine-1-carboxylic acid [4-(4-trifluoromethyl-phenyl)-[1,2,3]thiadiazol-5-yl]-amide FC(C1=CC=C(C=C1)C=1N=NSC1NC(=O)N1C(CNCC1)C1=NC=CC=C1)(F)F